C(C1=CC=CC=C1)[C@H]1OC2=C([P@@]1C(C)(C)C)C(=CC=C2)C2=C(C=CC=C2OC)OC (2S,3S)-2-benzyl-3-(tert-butyl)-4-(2,6-dimethoxyphenyl)-2,3-dihydrobenzo[D][1,3]oxaphosphole